ClC1=CC=C(C=C1)C=1N=CN(C1C1=CC(=NC=C1)C(F)(F)F)CC(=O)[O-] [4-(4-chlorophenyl)-5-[2-(trifluoromethyl) pyridin-4-yl]-1H-imidazol-1-yl]Acetate